3,3-difluoroallylsulfate FC(=CCOS(=O)(=O)[O-])F